C(C)OC(=O)C1=C(C(=NN1CC1CCOCC1)C1CC1)CC(F)(F)F.ClC=1C=C(C=C(C1)Cl)C(C(F)(F)F)(O[Si](C)(C)C)OC [1-(3,5-dichlorophenyl)-2,2,2-trifluoro-1-methoxyethoxy]trimethylsilane ethyl-3-cyclopropyl-1-[(oxan-4-yl)methyl]-4-(2,2,2-trifluoroethyl)-1H-pyrazole-5-carboxylate